COC(=O)N1C=C(C=2C1=NC(=CC2F)Cl)Br 3-bromo-6-chloro-4-fluoro-pyrrolo[2,3-b]pyridine-1-carboxylic acid methyl ester